3,6-dioxo-1,8-octanediol O=C(CCO)CCC(CCO)=O